(S)-5-(4-chloro-3-(trifluoromethyl)phenyl)-6-methyl-3,6-dihydro-2H-1,3,4-oxadiazin-2-one ClC1=C(C=C(C=C1)C1=NNC(O[C@H]1C)=O)C(F)(F)F